O1CCN(CC1)CCNC(=O)C1=CC=C(C=C1)B(O)O [4-(2-morpholinoethylcarbamoyl)phenyl]boronic acid